BrC1=CC(=C(C=C1)C(CO)CO)[N+](=O)[O-] 2-(4-bromo-2-nitrophenyl)propane-1,3-diol